9,10-bis(1,1'-biphenyl-2-yl)-N-[4-(9H-carbazole-9-yl)phenyl]-N-phenylanthracene-2-amine C1(=C(C=CC=C1)C=1C2=CC=CC=C2C(=C2C=CC(=CC12)N(C1=CC=CC=C1)C1=CC=C(C=C1)N1C2=CC=CC=C2C=2C=CC=CC12)C1=C(C=CC=C1)C1=CC=CC=C1)C1=CC=CC=C1